C1(CC1)S(=O)(=O)NC1=NC=CC(=N1)C(C(=O)NC1=CC=C(C=C1)C1=NC(=CN=C1)OCC)OC 2-(2-(cyclopropanesulfonamido)pyrimidin-4-yl)-N-(4-(6-ethoxypyrazin-2-yl)phenyl)-2-methoxyacetamide